C(CCCC\C=C/CCCCCCC=C)O (Z)-6,14-pentadecadienol